4-((2,6-difluoro-4-(methylsulfanyl)benzyl)amino)-7-methoxy-1,8-naphthyridine-3-carboxylic acid ethyl ester C(C)OC(=O)C=1C=NC2=NC(=CC=C2C1NCC1=C(C=C(C=C1F)SC)F)OC